1,3,6,8-tetrakis(p-carboxyphenyl)pyrene C(=O)(O)C1=CC=C(C=C1)C1=CC(=C2C=CC3=C(C=C(C4=CC=C1C2=C34)C3=CC=C(C=C3)C(=O)O)C3=CC=C(C=C3)C(=O)O)C3=CC=C(C=C3)C(=O)O